C(C1=CC=CC=C1)OC(=O)N1CC2(CCO2)CC1 1-oxa-6-azaspiro[3.4]octane-6-carboxylic acid benzyl ester